Cl.N[C@@H](CO)C1=CC(=CS1)C(=N)N (S)-5-(1-amino-2-hydroxyethyl)thiophene-3-carboxamidine hydrochloride